N-[5-(3-carbamoyl-4-fluorophenyl)-4-fluoro-2-[(3R,5S)-3,4,5-trimethylpiperazin-1-yl]phenyl]-1-methyl-6-oxo-4-(trifluoromethyl)pyridine-3-carboxamide C(N)(=O)C=1C=C(C=CC1F)C=1C(=CC(=C(C1)NC(=O)C1=CN(C(C=C1C(F)(F)F)=O)C)N1C[C@H](N([C@H](C1)C)C)C)F